(E)-Ethyl 4-(isoxazol-3-yl)-2-(methoxy(methyl)amino)-4-oxobut-2-enoate O1N=C(C=C1)C(/C=C(\C(=O)OCC)/N(C)OC)=O